C(CCCCCCC)N(C(=O)C=1OC(=CC1)C=O)CCCCCCCC N,N-dioctyl-5-formyl-2-furamide